NC[C@@]1(OC2=C([C@@H]1C)C(=C(C(=C2)F)Cl)C2=C(OCCO)C=CC(=C2F)F)C2=CC=CC=C2 2-(2-((2S,3s,4s)-2-(aminomethyl)-5-chloro-6-fluoro-3-methyl-2-phenyl-2,3-dihydrobenzofuran-4-yl)-3,4-difluorophenoxy)ethane-1-ol